C(C)(C)(C)OC(=O)N[C@H]1[C@@H](CC2(OCCO2)C1)C(=O)OC |r| methyl (7R,8R)- and (7S,8S)-8-((tert-butoxycarbonyl)amino)-1,4-dioxaspiro[4.4]nonane-7-carboxylate